N1=NC=CC2=CC(=CC=C12)C1=CNC=2N=C(N=C(C21)OC)NC2CC(C2)(C(=O)N(C)C)C (1r,3r)-3-((5-(cinnolin-6-yl)-4-methoxy-7H-pyrrolo[2,3-d]pyrimidin-2-yl)amino)-N,N,1-trimethylcyclobutane-1-carboxamide